OC1[C@@H](N([C@@H]2CC[C@H]12)C(=O)OC)COC1CCC(CC1)C1=CC=CC=C1 methyl (1R,3S,5S)-4-hydroxy-3-((((1s,4R)-4-phenylcyclohexyl)oxy)methyl)-2-azabicyclo[3.2.0]heptane-2-carboxylate